2-bromoimidazopyridine BrC1=NC2=C(C=CC=N2)N1